The molecule is a carboxyalkyl phosphate that is octadecanoic acid carrying a phosphonooxy substituent at position 12. It derives from an octadecanoic acid. It is a conjugate acid of a 12-(phosphonooxy)octadecanoate(3-). CCCCCCC(CCCCCCCCCCC(=O)O)OP(=O)(O)O